NC=1C=C(C=C2C=CN=NC12)C=1C=NC=CC1C 8-Amino-6-(4-methylpyridin-3-yl)cinnolin